FS(=O)(=O)OC=1C=C(C=CC1C1CCNCC1)C1C(NC(CC1)=O)=O 3-[3-fluorosulfonyloxy-4-(4-piperidyl)phenyl]-2,6-dioxo-piperidine